6-chloro-2-(chloromethyl)thiazolo[5,4-b]pyridine ClC=1C=C2C(=NC1)SC(=N2)CCl